Tert-butyl 4,6-dihydro-2H-pyrrolo[3,4-c]pyrazole-5-carboxylate N=1NC=C2C1CN(C2)C(=O)OC(C)(C)C